2-(3-morpholinophenyl)-2-oxoacetaldehyde O1CCN(CC1)C=1C=C(C=CC1)C(C=O)=O